FC(CCC(S(=O)(=O)[O-])O)(F)F 4,4,4-trifluoro-1-hydroxy-butane-1-sulfonate